1,3-bis(diphenylphosphino)pentane C1(=CC=CC=C1)P(CCC(CC)P(C1=CC=CC=C1)C1=CC=CC=C1)C1=CC=CC=C1